5-[(4-anilino-5-methyl-pyrimidin-2-yl)amino]-2-bromo-3-chloro-benzoic acid methyl ester COC(C1=C(C(=CC(=C1)NC1=NC=C(C(=N1)NC1=CC=CC=C1)C)Cl)Br)=O